C(C)C1=CC(=NN1)NC1=NC(=NC2=CC(=C(C=C12)OC)OCCCN1CCCC1)N1CCCC1 N-(5-ethyl-1H-pyrazol-3-yl)-6-methoxy-2-(pyrrolidin-1-yl)-7-(3-(pyrrolidin-1-yl)propoxy)quinazolin-4-amine